C(C=C)(=O)[O-].C(C=C)(=O)[O-].C(CCCCCCCCCCC)(=O)NCCNC(CCCCCCCCCCC)=O.[Na+].[Na+] sodium N,N'-dilauroyl ethylenediamine diacrylate